D-alluronic acid O=C[C@H](O)[C@H](O)[C@H](O)[C@H](O)C(=O)O